3-(4-(3-(tert-Butyldimethylsilanyloxy)azetidin-1-yl)pyridin-2-yl)-6-chloroimidazo[1,2-b]pyridazine [Si](C)(C)(C(C)(C)C)OC1CN(C1)C1=CC(=NC=C1)C1=CN=C2N1N=C(C=C2)Cl